BrC1=C(C2=C(C(N3[C@@H](CO2)CN(CC3)C(=O)OC(C)(C)C)=O)C=C1)Cl Tert-butyl (12aR)-9-bromo-10-chloro-6-oxo-3,4,12,12a-tetrahydro-6H-pyrazino[2,1-c][1,4]benzoxazepine-2(1H)-carboxylate